3-(piperidin-1-yl)-4-(((5-(5-(trifluoromethyl)-1,2,4-oxadiazol-3-yl)pyridin-2-yl)methyl)amino)cyclobut-3-ene-1,2-dione N1(CCCCC1)C=1C(C(C1NCC1=NC=C(C=C1)C1=NOC(=N1)C(F)(F)F)=O)=O